BrC=1C(=C(C=CC1)NC(=O)C=1N(C2=C(CN(CC2)C(=O)OC(C)(C)C)N1)C)C tert-butyl 2-[(3-bromo-2-methyl-phenyl)carbamoyl]-1-methyl-6,7-dihydro-4H-imidazo[4,5-c]pyridine-5-carboxylate